C(C1=CC=CC=C1)OC(=O)NCCCOCC[C@@H](C(=O)OC)NC(=O)OC(C)(C)C methyl (2S)-4-[3-(benzyloxycarbonylamino)propoxy]-2-(tert-butoxycarbonylamino)butanoate